ethyl 3,6-difluoro-4-oxo-5H-pyrazolo[1,5-a]quinoxaline-7-carboxylate FC=1C=NN2C1C(NC1=C(C(=CC=C21)C(=O)OCC)F)=O